CSC=1C=C2C=CC(=CC2=CC1)C(C(=O)O)C 2-(6-(Methylthio)naphthalen-2-yl)propanoic Acid